4-Methyl-2-thio-1,3-thiazole CC1=CSC(=S)N1